(2-(4-methylpiperazin-1-yl)ethyl)-2-(4-(methylthio)phenyl)-5-(2-nitrophenyl)oxazole-4-carboxamide CN1CCN(CC1)CCNC(=O)C=1N=C(OC1C1=C(C=CC=C1)[N+](=O)[O-])C1=CC=C(C=C1)SC